C(C)OC(CC([C@@H](CNC(=O)OCC1C2=CC=CC=C2C=2C=CC=CC12)C(C)C)=O)=O 9H-fluoren-9-ylmethyl {[(2R)-5-ethoxy-3,5-dioxo-2-(prop-2-yl) pentyl]amino}methanoate